2-chloro-1-(5-(2-((4-(trifluoromethyl)phenyl)amino)phenyl)-1,3,4-oxadiazol-2-yl)ethan-1-ol ClCC(O)C=1OC(=NN1)C1=C(C=CC=C1)NC1=CC=C(C=C1)C(F)(F)F